FC(F)(F)N=S(=O)([O-])C(F)(F)F bis(trifluoromethyl)sulfonimidate